CN(CCCC(=O)NC1=C(C=CC(=C1)OC1=CC(=CC(=C1)C=1C2=C(C(N(C1)C)=O)NC(=C2)C=2NC(=CC2)C)C)C)C 4-(dimethylamino)-N-(2-methyl-5-(3-methyl-5-(6-methyl-2-(5-methyl-1H-pyrrol-2-yl)-7-oxo-6,7-dihydro-1H-pyrrolo[2,3-c]pyridin-4-yl)phenoxy)phenyl)butanamide